BrC1=CC=C2C(=N1)C=C(N2COCC[Si](C)(C)C)CCC(=O)OC methyl 3-[5-bromo-1-(2-trimethylsilylethoxymethyl)pyrrolo[3,2-b]pyridin-2-yl]propanoate